5-((4-Chloro-5-((4-(2-chloro-3-((1-methylpiperidin-3-yl)methoxy)phenyl)-2,3-dihydro-1H-inden-1-yl)oxy)-2-(hydroxymethyl)phenoxy)-methyl)nicotinonitril ClC1=CC(=C(OCC=2C=NC=C(C#N)C2)C=C1OC1CCC2=C(C=CC=C12)C1=C(C(=CC=C1)OCC1CN(CCC1)C)Cl)CO